5-bromo-3-(2-(2-methylazetidin-1-yl)ethyl)-1H-pyrrolo[2,3-b]pyridine BrC=1C=C2C(=NC1)NC=C2CCN2C(CC2)C